F[P-](F)(F)(F)(F)F.[IH2+] Iodonium hexafluorophosphate